tri-n-butylmonomethylammonium monomethyl-carbonate COC([O-])=O.C(CCC)[N+](C)(CCCC)CCCC